(l)-2,7-difluoro-thianthrene FC1=CC=2SC3=CC=C(C=C3SC2C=C1)F